O-(1-(2-bromo-5-(trifluoromethyl)phenyl)-2,2,2-trifluoroethyl) 1H-imidazole-1-carbothioate N1(C=NC=C1)C(OC(C(F)(F)F)C1=C(C=CC(=C1)C(F)(F)F)Br)=S